ClC=1C(=NC(=NC1)NC1CCOCC1)C1=CC=C2CN(C(C2=C1)=O)CC(=O)N[C@H](C)C1=CC(=CC=C1)OCC(CO)O 2-(6-{5-chloro-2-[(oxan-4-yl)amino]pyrimidin-4-yl}-1-oxo-2,3-dihydro-1H-isoindol-2-yl)-N-[(1R)-1-[3-(2,3-dihydroxypropoxy)phenyl]ethyl]acetamide